ClC=1C(=NC=C(C1)C(F)(F)F)N1CC(C1)NC(C1=C(N=CC=C1)F)=O N-(1-(3-chloro-5-(trifluoromethyl)pyridin-2-yl)azetidin-3-yl)-2-fluoronicotinamide